(R)-N-((S)-1-(3,3-difluoro-2,3-dihydrobenzofuran-7-yl)ethyl)-2-methylpropane-2-sulfinamide FC1(COC2=C1C=CC=C2[C@H](C)N[S@](=O)C(C)(C)C)F